3-hydroxyindolone OC=1C(N=C2C=CC=CC12)=O